N[C@@H](C)C=1N(C(C2=C(C=CC=C2C1)C#CC1=C2N(N=C1)C[C@@H](C2)O)=O)C2=CC=CC=C2 3-((S)-1-Aminoethyl)-8-(((R)-5-Hydroxy-5,6-dihydro-4H-pyrrolo[1,2-b]pyrazole-3-yl)ethynyl)-2-phenylisoquinolin-1(2H)-one